N1=NC(=NC2=C1C=CC=C2)N 1,2,4-benzotriazin-3-amine